CS(=O)(=O)C(C)C=1SCC(N1)C(=O)O 2-(1-methanesulfonylethyl)-4,5-dihydrothiazole-4-carboxylic acid